rac-N-[(6S,7R)-2-ethyl-7-({[1-(pyridin-2-yl)piperidin-4-yl]oxy}methyl)-4,5,6,7-tetrahydropyrazolo[1,5-a]pyridin-6-yl]methanesulfonamide C(C)C1=NN2C(CC[C@@H]([C@@H]2COC2CCN(CC2)C2=NC=CC=C2)NS(=O)(=O)C)=C1 |r|